2-(4-(2-(dimethylamino)ethyl)piperazin-1-yl)-6-(3,5-dimethylisoxazol-4-yl)-N-(thiophen-2-ylmethyl)quinazolin-4-amine CN(CCN1CCN(CC1)C1=NC2=CC=C(C=C2C(=N1)NCC=1SC=CC1)C=1C(=NOC1C)C)C